NC1=C2N=CN(C2=NC(=N1)F)[C@H]1C[C@@H]([C@@](O1)(C#C)CO[P@](=O)(OC1=CC=CC=C1)N[C@@H](C)C(=O)OCCCCCCCCCCCCCCC)O Pentadecyl ((S)-(((2R,3S,5R)-5-(6-amino-2-fluoro-9H-purin-9-yl)-2-ethynyl-3-hydroxytetrahydrofuran-2-yl) methoxy)(phenoxy)phosphoryl)-L-alaninate